4-(tert-butyl)-N-(4-(6-ethoxypyridin-3-yl)-3-(2H-tetrazol-5-yl)phenyl)piperidine C(C)(C)(C)C1CCN(CC1)C1=CC(=C(C=C1)C=1C=NC(=CC1)OCC)C=1N=NNN1